C(C1=CC=CC=C1)O[C@@](CC=C)(C(F)(F)F)C1=NN=C(O1)C1=C(C=C(C(=N1)NC(CCC=C)C1CC1)C(F)(F)F)[N+](=O)[O-] 6-[5-[(1R)-1-benzyloxy-1-(trifluoromethyl)but-3-enyl]-1,3,4-oxadiazol-2-yl]-N-(1-cyclopropylpent-4-enyl)-5-nitro-3-(trifluoromethyl)pyridin-2-amine